N-(4-phenyl-pyridin-2-yl)-3-(pyridin-2-yl)-1,2,4-thiadiazol-5-amine C1(=CC=CC=C1)C1=CC(=NC=C1)NC1=NC(=NS1)C1=NC=CC=C1